ClC=1C=C(O[C@H]2CN(CC2)C(=O)N)C=CC1C=1N(C2=NC=NC(=C2N1)OC1(CC1)C)CC1=NC=CC(=C1)C (R)-3-(3-chloro-4-(6-(1-methylcyclopropoxy)-9-((4-methylpyridin-2-yl)methyl)-9H-purin-8-yl)phenoxy)pyrrolidine-1-carboxamide